dimethoxymethylal tert-butyl-4-((6-chloro-7-(2,3-dihydrobenzofuran-6-yl)-4-oxo-4,7-dihydro-3H-pyrrolo[2,3-d]pyrimidin-3-yl)methyl)-4-hydroxypiperidine-1-carboxylate C(C)(C)(C)OC(=O)N1CCC(CC1)(O)CN1C=NC2=C(C1=O)C=C(N2C2=CC1=C(CCO1)C=C2)Cl.COC(OC)(OC)OC